ClC1=CC=C(C=C1)C(C(=O)N1CCC2=CC(=C(C=C12)OC(F)(F)F)F)NC=1C=C(OC[C@@H]2[C@H](C2)C(=O)O)C=C(C1)OC |o1:31,32| (1S*,2S*)-2-((3-((1-(4-chlorophenyl)-2-(5-fluoro-6-(trifluoromethoxy)indolin-1-yl)-2-oxoethyl)amino)-5-methoxyphenoxy)methyl)-cyclopropanecarboxylic acid